({6-[(1,3-benzothiazol-2-yl)amino]-4,5-dimethylpyridazin-3-yl}amino)-5-[3-(2-fluorophenoxy)propyl]-1,3-thiazole-4-carboxylic acid S1C(=NC2=C1C=CC=C2)NC2=C(C(=C(N=N2)NC=2SC(=C(N2)C(=O)O)CCCOC2=C(C=CC=C2)F)C)C